6H-benzo[b]indeno[1,2-d]thiophen-6-one C1=CC=CC=2SC3=C(C21)C2=CC=CC=C2C3=O